BrC1=CC=C(OC[C@@H]2COC[C@](O2)(C)COC(F)F)C=C1 (2r,6s)-6-((4-bromophenoxy)methyl)-2-((difluoromethoxy)methyl)-2-methyl-1,4-dioxane